CC1(CC(=NC=C1)C1=NC=CC=C1)CCCCCC(=O)O 4-methyl-(2,2'-bipyridine)-4-caproic acid